(S)-tert-butyl (2-((4-(3-(3-(methoxymethyl)piperidin-1-yl)phenyl)thiazol-2-yl)amino)-2-oxoethyl)carbamate COC[C@@H]1CN(CCC1)C=1C=C(C=CC1)C=1N=C(SC1)NC(CNC(OC(C)(C)C)=O)=O